C1(=CC=CC=C1)C(C(C(F)(F)F)(F)F)(C1=CC=CC=C1)F 3,3-diphenylhexafluoropropane